2,5-dimethylbenzeneAmine CC1=C(C=C(C=C1)C)N